3-(hydroxymethyl)pyrido[3,2-e]pyrrolo[1,2-a]pyrazine-6(5H)-one OCC1=CC=2NC(C=3N(C2N=C1)C=CC3)=O